C(CCCCCCCCC(=O)[O-])(=O)OCCCCCCCCCCC(C)C isotridecyl sebacate